N[C@H]1CN(CCC1)C(=O)C1=NN(C(=C1)C1=CC=C(C#N)C=C1)C1=CC=C(C=C1)N(C)C (R)-4-(3-(3-aminopiperidine-1-carbonyl)-1-(4-(dimethylamino)phenyl)-1H-pyrazol-5-yl)benzonitrile